C1(=CC=C(C=C1)C1=C(C=CC2=CC3=CC=CC=C3C(=C12)C1=CC=CC=C1)Br)C1=CC=CC=C1 ([1,1'-biphenyl]-4-yl)-2-bromo-9-phenylanthracene